2-Fluoro-5-(1H-indole-5-carbonyl)benzonitrile FC1=C(C#N)C=C(C=C1)C(=O)C=1C=C2C=CNC2=CC1